Cl.CC12CC3(CC2(C1)C)C1CCC(C3N)C1 rac-1',5'-dimethylspiro[bicyclo[2.2.1]heptane-2,3'-bicyclo[3.1.0]hexan]-3-amine hydrochloride